3-methylpyrazine-2-thiol sodium [Na].CC=1C(=NC=CN1)S